FC1=C(C(=C(C=C1OC)OC)F)N1C(N(C2=C(C1)C=NC(=C2)C=2C(=NN(C2)C)C)C)=O 3-(2,6-difluoro-3,5-dimethoxyphenyl)-7-(1,3-dimethyl-1H-pyrazol-4-yl)-1-methyl-3,4-dihydropyrido[4,3-d]pyrimidin-2(1H)-one